BrC1=C(C=C(C(=O)N2CC=3N(C[C@@H]2C)C(N(C3C(=O)NCC3=C(C=CC=C3)C3=NC=CC=N3)C3=CC=C(C=C3)OC3CC3)=O)C=C1)Cl |o1:12| (6S*)-7-(4-bromo-3-chloro-benzoyl)-2-[4-(cyclopropoxy)phenyl]-6-methyl-3-oxo-N-[(2-pyrimidin-2-ylphenyl)methyl]-6,8-dihydro-5H-imidazo[1,5-a]pyrazine-1-carboxamide